2-cyclopropyl-4-(4-(difluoromethoxy)phenyl)-6-(2-methyl-1,2,3,4-tetrahydrobenzo[4,5]imidazo[1,2-a]pyrazin-7-yl)thieno[4,5-d]pyrimidine-5,7(4H,6H)-dione C1(CC1)C=1NC(C2=C(N1)C(C(S2=O)C2=CC1=C(N=C3N1CCN(C3)C)C=C2)=O)C2=CC=C(C=C2)OC(F)F